zinc trifluoroethyl acetoacetate C(CC(=O)C)(=O)OCC(F)(F)F.[Zn]